N-(2-(4-(3-chloro-4-(1-(2,4-difluorophenyl)ethoxy)-5',6-dimethyl-2-carbonyl-2H-[1,4'-bipyridin]-2'-yl)pyrimidin-2-yl)propan-2-yl)acetamide ClC=1C(N(C(=CC1OC(C)C1=C(C=C(C=C1)F)F)C)C1=CC(=NC=C1C)C1=NC(=NC=C1)C(C)(C)NC(C)=O)=C=O